CC=1NC(=CC1)C 2,5-dimethylpyrrol